C(C1=CC=CC=C1)(=O)N1C([C@@](CCC1)(C(=O)OCC)CC=CC1=CC=CC=C1)=O Ethyl (S)-1-benzoyl-3-cinnamyl-2-oxopiperidine-3-carboxylate